C[C@@H]1CC[C@H](CC1)C trans-1,4-dimethylcyclohexane